N1=C(C=CC2=CC=CC=C12)C1=CC(NC(N1)=S)=O 6-(quinolin-2-yl)-2-thioxo-4(1H,3H)-pyrimidinone